NC=1C(=NC(=C(C1)C1CC1)Cl)C(=O)C1=C2C=NNC2=C(C=C1)F (3-Amino-6-chloro-5-cyclopropylpyridin-2-yl)(7-fluoro-1H-indazol-4-yl)methanone